p-Hydroxyphenylglycinhydrazid OC1=CC=C(C(N)C(=O)NN)C=C1